6-bromo-2,3,4,5-tetrahydro-1H-benzo[c]azepin-1-one BrC1=CC=CC=2C(NCCCC21)=O